(S)-1-((6-(dimethylamino)-1-((4-(hydroxymethyl)phenyl)amino)-1-oxohexane-2-yl)carbamoyl)cyclobutane-1-carboxylic acid ethyl ester C(C)OC(=O)C1(CCC1)C(N[C@H](C(=O)NC1=CC=C(C=C1)CO)CCCCN(C)C)=O